CC(C)(C)CC(C(=O)O)(C)OC(CC)=O.C(CC)(=O)OC(C(=O)OC(C)(C)C)(C)C tert-butyl α-propanoyloxyisobutyrate (1,1-dimethylethyl α-propanoyloxyisobutyrate)